3-(4-Methyl-piperazin-1-yl)-N-[6-methyl-5-(4-pyridin-3-yl-pyrimidin-2-ylamino)-pyridin-3-yl]-5-trifluoromethyl-benzamide CN1CCN(CC1)C=1C=C(C(=O)NC=2C=NC(=C(C2)NC2=NC=CC(=N2)C=2C=NC=CC2)C)C=C(C1)C(F)(F)F